bis(3-propyltriethoxysilyl)amine CCCC(C)O[Si](OCC)(OCC)N[Si](OCC)(OCC)OC(C)CCC